(2S,5R)-5-(2-chlorophenyl)-1-(5'-cyano-2',3'-dimethoxy-[1,1'-biphenyl]-4-carbonyl)pyrrolidine-2-carboxylic acid ClC1=C(C=CC=C1)[C@H]1CC[C@H](N1C(=O)C1=CC=C(C=C1)C1=C(C(=CC(=C1)C#N)OC)OC)C(=O)O